1,1,1,4,4,4-hexachloro-2-methyl-1,4-disilabutane Cl[Si](C(C[Si](Cl)(Cl)Cl)C)(Cl)Cl